1-butyl α-cumyl peroxide C(C)(C)(C1=CC=CC=C1)OOCCCC